6-(4-(tert-butyl)piperazine-1-yl)-2-((5-(5-(difluoromethyl)-1,3,4-oxadiazole-2-yl)pyridine-2-yl)methyl)-4,4-dimethylisoquinoline-1,3(2H,4H)-dione C(C)(C)(C)N1CCN(CC1)C=1C=C2C(C(N(C(C2=CC1)=O)CC1=NC=C(C=C1)C=1OC(=NN1)C(F)F)=O)(C)C